N(=C=O)CC1=C(C(=C(C(=C1Cl)Cl)Cl)CN=C=O)Cl 1,3-bis(isocyanatomethyl)-2,4,5,6-tetrachlorobenzene